NC1=C(SC2=NC(=CC=C21)C)C(=O)N[C@H]2COC1=C(C2)C=CC(=C1)N1C[C@]2(CCOC2)[C@H](C1)N 3-amino-N-[(3R)-7-[(5R,9R)-9-amino-2-oxa-7-azaspiro[4.4]nonan-7-yl]-3,4-dihydro-2H-1-benzopyran-3-yl]-6-methylthieno[2,3-b]pyridine-2-carboxamide